(4-{2-[2-(Dimethylamino)-2-oxoethoxy]-2-oxoethyl} phenyl)(4-carbamimidamidobenzoate) CN(C(COC(CC1=CC=C(C=C1)OC(C1=CC=C(C=C1)NC(=N)N)=O)=O)=O)C